O1COC2=C1C=CC(=C2)N2N=C(C(C2=O)C(=O)NC2=CC(=CC=C2)CC)C 1-(benzo[d][1,3]dioxol-5-yl)-N-(3-ethylphenyl)-3-methyl-5-oxo-4,5-dihydro-1H-pyrazole-4-carboxamide